NNC(=O)N N-aminourea